IC(C(=O)O[C@H]([C@@H](C=O)O)[C@H](O)[C@H](O)C(=O)O)=C mannuronic acid (Z)-3-iodoacrylate